bis(4-carboxyphenyl)-2,2-dichloroethylene C(=O)(O)C1=CC=C(C=C1)C(=C(Cl)Cl)C1=CC=C(C=C1)C(=O)O